NC1C(CCCC1)(C(=O)O)C1OC2=C(CC1)C=CC(=C2)OC amino[7-methoxy-3,4-dihydro-2H-1-benzopyran-2-yl]cyclohexane-1-carboxylic acid